(R)-[1-[2-(Dimethylamino)ethyl]-6-(5-methoxy-1H-pyrazol-4-yl)indol-3-yl]-(6-fluorochroman-3-yl)methanone CN(CCN1C=C(C2=CC=C(C=C12)C=1C=NNC1OC)C(=O)[C@H]1COC2=CC=C(C=C2C1)F)C